C1(CC1)COC1=C(C=CC(=N1)C1=CC(=C(C(=C1)F)N1CCC(CC1)CC(=O)O)F)OC 2-[1-[4-[6-(cyclopropylmethoxy)-5-methoxy-2-pyridinyl]-2,6-difluoro-phenyl]-4-piperidinyl]acetic acid